N2-(7-methoxy-2-methyl-2H-indazol-6-yl)-N4-methyl-5-(trifluoromethyl)pyrimidine-2,4-diamine COC1=C(C=CC2=CN(N=C12)C)NC1=NC=C(C(=N1)NC)C(F)(F)F